tert-butyl 4-(6-chloro-4-(3'-chloro-5-fluoro-2-methoxy-4'-(3-methyl-2-oxo-2,3-dihydro-1H-imidazol-1-yl)-[1,1'-biphenyl]-3-yl)pyridin-2-yl)piperazine-1-carboxylate ClC1=CC(=CC(=N1)N1CCN(CC1)C(=O)OC(C)(C)C)C=1C(=C(C=C(C1)F)C1=CC(=C(C=C1)N1C(N(C=C1)C)=O)Cl)OC